Cl.N1=CC(=CC=C1)C(=N)N pyridine-3-carboxamidine hydrochloride